N,N-dibenzyl-4,4-difluoro-1-(2-fluoro-2-methylpropyl)pyrrolidin-3-amine C(C1=CC=CC=C1)N(C1CN(CC1(F)F)CC(C)(C)F)CC1=CC=CC=C1